COC(C(C(F)(F)F)OC1=NC(=CC=C1[N+](=O)[O-])Br)=O 2-[(6-bromo-3-nitro-2-pyridyl)oxy]-3,3,3-trifluoro-propionic acid methyl ester